FC1=C2[C@H](CC[C@]3(NCOC3)C2=CC=C1)O (1S,4S)-5-fluoro-4-hydroxy-3,4-dihydro-2H-spiro[naphthalene-1,4'-oxazolidine]